OC1(CC(C1)NC1=CC(=C(N=N1)C1=C(C=C(C=C1)C(F)(F)F)O)C(F)(F)F)C 2-(6-(((cis)-3-hydroxy-3-methylcyclobutyl)amino)-4-(trifluoromethyl)pyridazin-3-yl)-5-(trifluoromethyl)phenol